The molecule is a glycopeptide that consists of (5R)-5-(beta-D-galactopyranosyloxy)lysyl, glycyl. alpha-glutamyl, glutaminyl, glycyl, prolyl, lysyl, glycyl, alpha-glutamyl and threonine residues coupled in sequence with an isostere-modified Ile-Ala-GlyPsi[(E)-CH=CH]Phe tetrapeptoid unit attached to the amino terminus. CC[C@H](C)[C@@H](C(=O)N[C@@H](C)C(=O)NC/C=C/[C@@H](CC1=CC=CC=C1)C(=O)N[C@@H](CC[C@H](CN)O[C@H]2[C@@H]([C@H]([C@H]([C@H](O2)CO)O)O)O)C(=O)NCC(=O)N[C@@H](CCC(=O)O)C(=O)N[C@@H](CCC(=O)N)C(=O)NCC(=O)N3CCC[C@H]3C(=O)N[C@@H](CCCCN)C(=O)NCC(=O)N[C@@H](CCC(=O)O)C(=O)N[C@@H]([C@@H](C)O)C(=O)O)N